ClC=1C(=C(C=CC1)C(C(C)C)=O)F 1-(3-Chloro-2-fluorophenyl)-2-methyl-propan-1-one